[O-2].[In+3].[Sn+4].[Zn+2] zinc-tin-indium oxide